5-chloro-3-((4-((di-ethylamino)methyl)phenylimino)methyl)-2-hydroxyphenyl 3-methylbenzoate CC=1C=C(C(=O)OC2=C(C(=CC(=C2)Cl)C=NC2=CC=C(C=C2)CN(CC)CC)O)C=CC1